C1(CCCCC1)N1CCC(CC1)OCC=1N=C(SC1)N 4-{[(1-Cyclohexylpiperidin-4-yl)oxy]methyl}-1,3-thiazol-2-amine